1-(1-(1-((1-(4-(1-(3-Amino-6-(2-hydroxyphenyl)pyridazin-4-yl)-3-fluoropiperidin-3-yl)benzoyl)-4-fluoropiperidin-4-yl)methyl)piperidin-4-yl)-3-methyl-1H-indol-5-yl)dihydropyrimidine NC=1N=NC(=CC1N1CC(CCC1)(F)C1=CC=C(C(=O)N2CCC(CC2)(F)CN2CCC(CC2)N2C=C(C3=CC(=CC=C23)N2CNCC=C2)C)C=C1)C1=C(C=CC=C1)O